CC(=C=CCC(C)=O)CCC=C(CCCC(C)C)C 6,10,14-trimethylpentadeca-4,5,9-trien-2-one